tert-butyl (E)-(2-(difluoromethyl)-4-(3-(4-(4-(dimethylamino)but-2-enoyl)piperazin-1-yl)pyridin-4-yl)benzyl)carbamate FC(C1=C(CNC(OC(C)(C)C)=O)C=CC(=C1)C1=C(C=NC=C1)N1CCN(CC1)C(\C=C\CN(C)C)=O)F